(S)-N-((3S,5S,6R)-6-methyl-2-oxo-5-phenyl-1-(2,2,2-trifluoroethyl)piperidin-3-yl)-2'-oxo-1',2',5,7-tetrahydrospiro[cyclopenta[b]pyridine-6,3'-pyrrolo[2,3-b]pyridine]-3-carboxamide C[C@@H]1[C@@H](C[C@@H](C(N1CC(F)(F)F)=O)NC(=O)C=1C=C2C(=NC1)C[C@@]1(C(NC3=NC=CC=C31)=O)C2)C2=CC=CC=C2